1-(1-bromoethyl)-3-chloro-2-fluorobenzene BrC(C)C1=C(C(=CC=C1)Cl)F